C(C1=CC=CC=C1)(=O)O[C@H]1C[C@H]2C[C@@H]([C@@H](C1)N2C)C2=CC=CC=C2 (1R,3S,5R,6R)-8-methyl-6-phenyl-8-azabicyclo[3.2.1]octan-3-yl benzoate